N-(bicyclo[1.1.1]pent-1-yl)-4-methyl-N-(prop-2-yn-1-yl)benzenesulfonamide C12(CC(C1)C2)N(S(=O)(=O)C2=CC=C(C=C2)C)CC#C